5-chloro-N-(1-(4-(2,6-dioxopiperidin-3-yl)-3,5-difluorophenyl)azetidin-3-yl)-2-fluorobenzamide ClC=1C=CC(=C(C(=O)NC2CN(C2)C2=CC(=C(C(=C2)F)C2C(NC(CC2)=O)=O)F)C1)F